N-methyl-6-[4-[1-(oxan-2-yl)pyrazol-4-yl]-1-benzothiophen-7-yl]-N-(2,2,6,6-tetramethylpiperidin-4-yl)pyridazin-3-amine CN(C=1N=NC(=CC1)C1=CC=C(C=2C=CSC21)C=2C=NN(C2)C2OCCCC2)C2CC(NC(C2)(C)C)(C)C